C(#N)C1=CC(=C(C=C1)C1=CC(=CC(=N1)N(C(OC(C)(C)C)=O)CC)N1C(C2=CC(=CC(=C2C1)C(F)(F)F)CN1C[C@H](CCC1)C)=O)C1=NN=CN1C tert-butyl (S)-(6-(4-cyano-2-(4-methyl-4H-1,2,4-triazol-3-yl)phenyl)-4-(6-((3-methylpiperidin-1-yl)methyl)-1-oxo-4-(trifluoromethyl)isoindol-2-yl)pyridin-2-yl)(ethyl)carbamate